SCC(=O)OCCCCCC(C)C iso-octyl mercaptoacetate